3-((4-(2,6-dioxopiperidin-3-yl)phenyl)amino)propyl methanesulfonate CS(=O)(=O)OCCCNC1=CC=C(C=C1)C1C(NC(CC1)=O)=O